N-(3-(3-hydroxypyrrolidin-1-yl)phenyl)-3,4-dimethoxybenzamide OC1CN(CC1)C=1C=C(C=CC1)NC(C1=CC(=C(C=C1)OC)OC)=O